(R)-1-(5-bromopyridin-3-yl)-3-methylpyrrolidin-3-ol BrC=1C=C(C=NC1)N1C[C@@](CC1)(O)C